1-(4-(1-(2-((1s,4s)-4-(2-Chloro-5-methylphenoxy)cyclohexyl)ethyl)-1,4,5,6-tetrahydrocyclopenta[c]pyrazol-3-carbonyl)piperazin-1-yl)-2-hydroxyethan-1-on ClC1=C(OC2CCC(CC2)CCN2N=C(C3=C2CCC3)C(=O)N3CCN(CC3)C(CO)=O)C=C(C=C1)C